OC=1C=C2CC[C@@H]([C@@H](C2=CC1)C1=CC=C(C=C1)N1CCC(CC1)CN1CCN(CC1)[C@@H]1CCC=2C=CC=CC2C1)C1=CC=CC=C1 (R)-7-(4-((1-(4-((1R,2S)-6-hydroxy-2-phenyl-1,2,3,4-tetrahydronaphthalen-1-yl)phenyl)piperidin-4-yl)methyl)piperazin-1-yl)-5,6,7,8-tetrahydronaphthalen